(S)-3-(2',3'-difluorobiphenyl-3-yl)-3-(3-(4-hydroxy-1,5-dimethyl-2-oxo-1,2-dihydropyridin-3-yl)ureido)propanoic acid FC1=C(C=CC=C1F)C1=CC(=CC=C1)[C@H](CC(=O)O)NC(=O)NC=1C(N(C=C(C1O)C)C)=O